FC1=C(C=C(C=C1)NC(C(=C)C)=O)B1OC(C(O1)(C)C)(C)C N-(4-fluoro-3-(4,4,5,5-tetramethyl-1,3,2-dioxaborolan-2-yl)phenyl)methacrylamide